(Z)-3-(1-((1-Isopropyl-5-methyl-1H-pyrazol-3-yl)amino)ethylidene)-5-(4-methylpyridin-3-yl)-1H-pyrrolo[2,3-c]pyridin-2(3H)-one C(C)(C)N1N=C(C=C1C)N\C(\C)=C\1/C(NC2=CN=C(C=C21)C=2C=NC=CC2C)=O